FC1=CC(=C(C(=C1)C)OB(O)O)C (4-fluoro-2,6-dimethylphenyl)boric acid